6-(3,3-difluorocyclobutyl)-5-fluoro-2-(trideuteriomethoxy)pyridine-3-amine FC1(CC(C1)C1=C(C=C(C(=N1)OC([2H])([2H])[2H])N)F)F